CN1C(CNCC1)C1=CC=C(C=O)C=C1 4-(N-methylpiperazinyl)benzaldehyde